4-(4-(difluoromethoxy)phenyl)-2-(cyclopentylamino)-6-(2-methyl-2H-indazol-5-yl)thiazolo[4,5-d]pyrimidine-5,7(4H,6H)-dione FC(OC1=CC=C(C=C1)N1C(N(C(C2=C1N=C(S2)NC2CCCC2)=O)C2=CC1=CN(N=C1C=C2)C)=O)F